cycloicosene C1=CCCCCCCCCCCCCCCCCCC1